tert-Butyl 2-[[tert-butyl(diphenyl)silyl]oxymethyl]-3,3-dimethyl-6-oxo-piperidine-1-carboxylate [Si](C1=CC=CC=C1)(C1=CC=CC=C1)(C(C)(C)C)OCC1N(C(CCC1(C)C)=O)C(=O)OC(C)(C)C